1-cyanoethyl-2-phenyl-4,5-bis(cyanoethoxymethyl)imidazole C(#N)C(C)N1C(=NC(=C1COCCC#N)COCCC#N)C1=CC=CC=C1